N-(3-{6-azaspiro[2.5]octane-6-yl}-4-{4-[2-(4,4-difluoropiperidin-1-yl)-6-[(2-hydroxyethyl)amino]pyrimidin-4-yl]-1H-1,2,3-triazol-1-yl}phenyl)-2-hydroxyethane-1-sulfonamide C1CC12CCN(CC2)C=2C=C(C=CC2N2N=NC(=C2)C2=NC(=NC(=C2)NCCO)N2CCC(CC2)(F)F)NS(=O)(=O)CCO